4-((4-(Difluoromethoxy)phenyl)sulfonyl)-9-((tetrahydro-2H-pyran-4-yl)methyl)-1-oxa-4,9-diazaspiro[5.5]undecane FC(OC1=CC=C(C=C1)S(=O)(=O)N1CCOC2(C1)CCN(CC2)CC2CCOCC2)F